tert-Butyl (5-bromopentyl)carbamate BrCCCCCNC(OC(C)(C)C)=O